n-propyl-phosphorothioate C(CC)OP([O-])([O-])=S